NC1=C2N=CN(C2=NC=N1)[C@H]1[C@H]([C@H]([C@H](C1)CNS(=O)(=O)C1=CC2=CC=CC=C2C=C1)O)O N-(((1R,2S,3R,4R)-4-(6-Amino-9H-purin-9-yl)-2,3-dihydroxycyclopentyl)methyl)naphthalene-2-sulfonamide